C(C)(C)C=1C(=C(C(=CC1)N)N)C(C)C diisopropylbenzene-1,2-diamine